5-({1,3-dioxo-2-[2-(1H-pyrazol-1-yl)acetyl]-2,3-dihydro-1H-inden-5-yl}sulfonyl)-2-[2-(1H-pyrazol-1-yl)acetyl]-2,3-dihydro-1H-indene-1,3-dione O=C1C(C(C2=CC(=CC=C12)S(=O)(=O)C=1C=C2C(C(C(C2=CC1)=O)C(CN1N=CC=C1)=O)=O)=O)C(CN1N=CC=C1)=O